N=1N=CNC1 4H-[1,2,4]-TRIAZOLE